C(C)C(C(CC(=O)[O-])=O)CC.[Al+3].NC1=NNC2=CC=C(C=C12)C1=CC(=NC=C1)NCCCCO.C(C)C(C(CC(=O)[O-])=O)CC.C(C)C(C(CC(=O)[O-])=O)CC 4-(4-(3-Amino-1H-indazol-5-yl)pyridin-2-ylamino)butan-1-ol aluminum bisethylacetoacetate